2-Isopropyl-5-[(3-methoxyphenyl)sulfanyl]pyrimidine-4-carboxylic acid C(C)(C)C1=NC=C(C(=N1)C(=O)O)SC1=CC(=CC=C1)OC